4H-spiro[cyclohexane-1,3'-pyrrolo[2,3-b]pyridine]-2',4(1'H)-dione N1C(C2(C=3C1=NC=CC3)CCC(CC2)=O)=O